2-methyl-5-(3-(trifluoromethoxy)phenyl)-N-(3-(2-hydroxypropyl)-1,2,4-thiadiazol-5-yl)furan-3-carboxamide CC=1OC(=CC1C(=O)NC1=NC(=NS1)CC(C)O)C1=CC(=CC=C1)OC(F)(F)F